C(C)S(=O)(=O)C1=CC2=C(N(C(N2C)=O)C)C=C1C1=NC2=C(N1C)C=CC(=C2)S(=O)C(F)(F)F 5-ethylsulfonyl-1,3-dimethyl-6-[1-methyl-5-(trifluoromethyl-sulfinyl)benzimidazol-2-yl]benzimidazol-2-one